5-(4-(3-oxa-8-azabicyclo[3.2.1]oct-8-yl)-6-((S)-3-methylmorpholino)-1,3,5-triazin-2-yl)-4-(difluoromethyl)pyrimidin-2-amine C12COCC(CC1)N2C2=NC(=NC(=N2)N2[C@H](COCC2)C)C=2C(=NC(=NC2)N)C(F)F